[NH4+].S(C#N)C#N thiocyanide, ammonium salt